(2R,3R)-3-cyclopropyl-1-((R)-p-tolylsulfinyl)aziridine-2-carboxylic acid C1(CC1)[C@@H]1[C@@H](N1[S@](=O)C1=CC=C(C=C1)C)C(=O)O